C1=CC2=C3C4=C(C=CC=C13)C=CC=C4C=C2 Naphtho[2,1,8-cde]Azulene